ClC1=C(C=O)C=CC(=N1)N1C=NC2=C1C=C(C(=C2)OC)OC 2-chloro-6-(5,6-dimethoxy-1H-benzo[d]imidazol-1-yl)nicotinaldehyde